BrC=1C=C(C=CC1Cl)C(\C=C(/F)\C1=CC(=C(C(=O)O)C=C1)C(F)(F)F)C(F)(F)F (Z)-4-(3-(3-bromo-4-chlorophenyl)-1,4,4,4-tetrafluorobut-1-en-1-yl)-2-(trifluoromethyl)benzoic acid